ClCC(=O)C1=NOC(C1)C1=C(C=CC=C1)P(=O)(C)C 2-chloro-1-(5-(2-(dimethylphosphoryl)phenyl)-4,5-dihydroisoxazol-3-yl)ethan-1-one